C1(=C(C(=CC(=C1)C)C)B(C1=C(C(=CC(=C1F)F)F)F)C1=C(C(=CC(=C1F)F)F)F)C mesitylbis-(2,3,5,6-tetra-fluorophenyl)borane